CNC=1N=CC(=C2C=C(N=CC12)NC(=O)C1CC1)\C=C\C1=CC=C(C=C1)N1CCOCC1 (E)-N-(8-(methylamino)-5-(4-morpholinostyryl)-2,7-naphthyridin-3-yl)cyclopropanecarboxamide